[Sn+2].CO[SiH](NCC1=CC=CC=C1)OC dimethoxy(phenylmethylamino)silane tin (II)